4-amino-5-hydroxypentanamide NC(CCC(=O)N)CO